N-methyl-2-(4-methylpiperazine-1-yl)acetamide CNC(CN1CCN(CC1)C)=O